COC1=CC=C(C=C1)NC(=O)CCCl 3-chloro-N-(4-methoxyphenyl)propanamide